ClC1=C(C(=CC=C1)Cl)COC=1C=NC(=NC1)N1CCN(CC1)S(=O)(=O)N 4-{5-[(2,6-dichlorophenyl)methoxy]pyrimidin-2-yl}piperazine-1-sulfonamide